C(C)N1C(N(CC1)CC)=O N,N'-diethylimidazolidinone